CC=1C(=CC2=C(C(=CO2)C2CCN(CC2)C(=O)C2=CC=C(C=C2)[C@@]2(C(NC(N2)=O)=O)C(C)C)C1)C (R)-5-{4-[4-(5,6-dimethylbenzofuran-3-yl)piperidine-1-carbonyl]phenyl}-5-isopropylimidazolidine-2,4-dione